OC=1C=C(C(=O)O[C@H]2[C@H](OC3=CC(=CC(=C3C2)O)O)C2=CC(=C(C(=C2)O)O)O)C=C(C1OC(CC)=O)O (2R,3R)-5,7-dihydroxy-2-(3,4,5-trihydroxyphenyl)chroman-3-yl 3,5-dihydroxy-4-(propionyloxy)benzoate